1-(2-((tert-butyldiphenylsilyl)oxy)ethyl)-5-iodo-1H-pyrazole [Si](C1=CC=CC=C1)(C1=CC=CC=C1)(C(C)(C)C)OCCN1N=CC=C1I